N-methyl-2,2-dioxo-2λ6-thiaspiro[3.3]heptane-6-carboxamide CNC(=O)C1CC2(CS(C2)(=O)=O)C1